7-(4-methylpiperazin-1-yl)benzo[b]thiophene-3-carbaldehyde CN1CCN(CC1)C1=CC=CC2=C1SC=C2C=O